C1(CCC(=O)O1)=O Succinic acid (anhydride)